FC1=C(C=C(C(=O)N([C@H](CN2CCCC2)[C@H](CC)C)C)C=C1)C 4-Fluoro-N,3-dimethyl-N-((2S,3S)-3-methyl-1-(pyrrolidin-1-yl)pentan-2-yl)benzamide